C(CCCCCCCC)CCOCCO 2-(2-(nonanyl)ethoxy)ethanol